ClC1=C(C=C(C(=C1)Cl)OC)C1=CC=2N(C(N(C(C2S1)=O)C=1C2=C(C=NC1)C=NN2C)=O)CCC#N 3-[6-(2,4-dichloro-5-methoxy-phenyl)-3-(1-methylpyrazolo[4,3-c]pyridin-7-yl)-2,4-dioxo-thieno[3,2-d]pyrimidin-1-yl]propanenitrile